CN(C(=O)[C@@H]1CN(CC[C@H]1NC(=O)C1=NOC(=C1)C1=C(C=C(C=C1F)F)F)[C@@H]1[C@H](CCC1)C)C (3R,4R)-1-((1S,2S)-2-methyl-cyclopentyl)-4-{[5-(2,4,6-trifluoro-phenyl)-isoxazole-3-carbonyl]-amino}-piperidine-3-carboxylic acid dimethylamide